3-{2-[(6,6-dimethylpiperidin-3-yl)amino]-5-(trifluoromethyl)pyrimidin-4-yl}-7-ethyl-1H,4H,5H,6H,7H,8H-pyrrolo[2,3-c]azepin CC1(CCC(CN1)NC1=NC=C(C(=N1)C1=CNC=2CN(CCCC21)CC)C(F)(F)F)C